7-chloro-1H-pyrrolo[3,2-b]pyridine-5-carboxylic acid ClC1=C2C(=NC(=C1)C(=O)O)C=CN2